ClC1=CC=C(C2=C1N(C(=N2)N)C)C=2C=NOC2 7-chloro-4-isoxazol-4-yl-1-methyl-benzimidazol-2-amine